COC=1C=C(C=NC1OC)[C@@H]1[C@](C1)(C(=O)O[C@H]1C(OCC1(C)C)=O)C1=C(C=CC(=C1)C)OC (R)-4,4-dimethyl-2-oxotetrahydrofuran-3-yl (1S,2R)-2-(5,6-dimethoxypyridin-3-yl)-1-(2-methoxy-5-methylphenyl)cyclopropane-1-carboxylate